3-Ethynylbicyclo[3.1.1]heptan-3-ol C(#C)C1(CC2CC(C1)C2)O